(2-METHOXY-5-([METHYL(3-METHYLBUTYL)AMINO]METHYL)PHENYL)BORANEDIOL COC1=C(C=C(C=C1)CN(CCC(C)C)C)B(O)O